2-(2,4-difluorophenyl)-1-(4-(((4-(3-(4-fluorophenyl)-1-methyl-1H-pyrazol-4-yl)pyridin-3-yl)methyl)amino)piperidin-1-yl)-3-(1H-1,2,4-triazol-1-yl)propan-2-ol FC1=C(C=CC(=C1)F)C(CN1CCC(CC1)NCC=1C=NC=CC1C=1C(=NN(C1)C)C1=CC=C(C=C1)F)(CN1N=CN=C1)O